O1C(COCC1)COC=1C(OC(=CC1C1=C(C=CC=C1OC)OC)C(=O)NC=1SC(=NN1)N1N=CC=C1N)=O 3-((1,4-dioxan-2-yl)methoxy)-N-(5-(5-amino-1H-pyrazol-1-yl)-1,3,4-thiadiazol-2-yl)-4-(2,6-dimethoxyphenyl)-2-oxo-2H-pyran-6-carboxamide